4-((4-acetylpiperazin-1-yl)methyl)-N-(3-chloro-4-(pyridin-2-ylmethoxy)phenyl)benzamide C(C)(=O)N1CCN(CC1)CC1=CC=C(C(=O)NC2=CC(=C(C=C2)OCC2=NC=CC=C2)Cl)C=C1